acryloyloxyhexyldihydrogenphosphate C(C=C)(=O)OCCCCCCOP(=O)(O)O